1,3-diethyl-4,5-bis(4'-fluoro-[1,1'-biphenyl]-4-yl)-1,3-dihydro-2H-imidazole-2-selenone C(C)N1C(N(C(=C1C1=CC=C(C=C1)C1=CC=C(C=C1)F)C1=CC=C(C=C1)C1=CC=C(C=C1)F)CC)=[Se]